1-Dodecen C=CCCCCCCCCCC